C(CC)C(COC(C(=C)C)=O)CCCCC 2-Propylheptylmethacrylat